4-chloro-3-(dimethylamino)benzoic acid ClC1=C(C=C(C(=O)O)C=C1)N(C)C